1,3-hexadienecarbaldehyde C(=CC=CCC)C=O